FCCC1C2=C(C(NC1)=O)C=C(N2)C2=C(C=NC=C2)F 7-(2-fluoroethyl)-2-(3-fluoropyridin-4-yl)-1H,5H,6H,7H-pyrrolo[3,2-c]Pyridin-4-one